N3-(3-fluoro-5-(5-((1R,2S)-2-fluorocyclopropyl)-1,2,4-oxadiazol-3-yl)-2-methylphenyl)imidazo[1,2-a]pyridine-3,7-dicarboxamide FC=1C(=C(C=C(C1)C1=NOC(=N1)[C@@H]1[C@H](C1)F)NC(=O)C1=CN=C2N1C=CC(=C2)C(=O)N)C